ClC1=C(C=C(C=C1)N(C(=O)C1N(NC(C1)=O)C1=NC(=CC(=C1)C(F)(F)F)C)CC#CC=1N=NC=CC1)C N-(4-chloro-3-methylphenyl)-2-(6-methyl-4-(trifluoromethyl)pyridin-2-yl)-5-oxo-N-(3-(pyridazin-3-yl)prop-2-yn-1-yl)pyrazolidine-3-carboxamide